[N+](=O)([O-])C1=CN=NN1 5-nitro-1H-1,2,3-triazole